4-(4-((3-(2-ethoxyethoxy)phenyl)sulfonyl)phenyl)-2,4-dihydro-3H-1,2,4-triazole-3-thione C(C)OCCOC=1C=C(C=CC1)S(=O)(=O)C1=CC=C(C=C1)N1C(NN=C1)=S